4-[4-benzyloxy-1-(4-fluorophenyl)-3-iodo-indol-2-yl]Piperidine-1-carboxylic acid tert-butyl ester C(C)(C)(C)OC(=O)N1CCC(CC1)C=1N(C2=CC=CC(=C2C1I)OCC1=CC=CC=C1)C1=CC=C(C=C1)F